(R)-(3-Aminopiperidin-1-yl)(2-(1-(cyclopropylmethyl)-6-fluoro-1H-indol-2-yl)-3-methylimidazo[1,2-a]pyridin-7-yl)methanone trifluoroacetate FC(C(=O)O)(F)F.N[C@H]1CN(CCC1)C(=O)C1=CC=2N(C=C1)C(=C(N2)C=2N(C1=CC(=CC=C1C2)F)CC2CC2)C